C1(=CC=CC2=CC3=CC=CC=C3C=C12)C=1C(=C2C(C(=O)OC2=O)=CC1)C#C anthracenyl-ethynyl-phthalic anhydride